6-Chloro-3-[[(1R)-1-(3,6-dimethyl-4-oxo-2-pyrazolo[1,5-a]pyrimidin-3-yl-chromen-8-yl)ethyl]amino]-N-methylsulfonyl-pyridine-2-carboxamide ClC1=CC=C(C(=N1)C(=O)NS(=O)(=O)C)N[C@H](C)C=1C=C(C=C2C(C(=C(OC12)C=1C=NN2C1N=CC=C2)C)=O)C